phenyl (4-(4-aminophenoxy)phenyl)carbamate NC1=CC=C(OC2=CC=C(C=C2)NC(OC2=CC=CC=C2)=O)C=C1